(R)-2-((S)-2-((tert-Butoxycarbonyl)(methyl)amino)-N,4-dimethylpentanamido)-3-(3-(4-(2-methoxyethyl)phenyl)-1,2,4-oxadiazol-5-yl)propanoic acid C(C)(C)(C)OC(=O)N([C@H](C(=O)N(C)[C@@H](C(=O)O)CC1=NC(=NO1)C1=CC=C(C=C1)CCOC)CC(C)C)C